butyl (2R)-2-(fluoromethyl)-5-oxopyrrolidine-1-carboxylate FC[C@@H]1N(C(CC1)=O)C(=O)OCCCC